trimethoxysilane acrylate C(C=C)(=O)O.CO[SiH](OC)OC